N-[2-chloro-5-fluoro-4-({4-[(2S)-2-({7-methylthieno[3,2-d]pyrimidin-4-yl}amino)propyl]piperazin-1-yl}sulfonyl)phenyl]acetamide ClC1=C(C=C(C(=C1)S(=O)(=O)N1CCN(CC1)C[C@H](C)NC=1C2=C(N=CN1)C(=CS2)C)F)NC(C)=O